3-[4-[2-methoxyethyl-(methyl)amino]anilino]-5-(methylamino)-6-(3-methylimidazo[4,5-c]pyridin-7-yl)pyrazine-2-carboxamide COCCN(C1=CC=C(NC=2C(=NC(=C(N2)NC)C=2C3=C(C=NC2)N(C=N3)C)C(=O)N)C=C1)C